3-chloro-2'-[5-cyclopropyl-2-(2-hydroxypropan-2-yl)pyrimidin-4-yl]-4-[(3,5-difluoropyridin-2-yl)methoxy]-5',6-dimethyl-[1,4'-bipyridin]-2-one ClC=1C(N(C(=CC1OCC1=NC=C(C=C1F)F)C)C1=CC(=NC=C1C)C1=NC(=NC=C1C1CC1)C(C)(C)O)=O